(4S)-1-((3-(4-(1-(2,6-dioxopiperidin-3-yl)-2-oxo-1,2-dihydrobenzo[cd]indol-6-yl)piperidine-1-carboxamido)-4-fluorobenzyl)sulfonyl)-2,2-dimethylpiperidin O=C1NC(CCC1N1C(C2=C3C(C(=CC=C13)C1CCN(CC1)C(=O)NC=1C=C(CS(=O)(=O)N3C(CCCC3)(C)C)C=CC1F)=CC=C2)=O)=O